4-((2-(6-(dimethylamino)pyridin-3-yl)-1-(2,2,2-trifluoroethyl)-1H-indol-4-yl)amino)tetrahydro-2H-thiopyran 1,1-dioxide CN(C1=CC=C(C=N1)C=1N(C2=CC=CC(=C2C1)NC1CCS(CC1)(=O)=O)CC(F)(F)F)C